BrC1=CC(=C(C=C1C)N(C(C#CC)=O)C1=CC=C2C(=N1)N=C1N2CCCC1)C1CC1 N-(4-bromo-2-cyclopropyl-5-methylphenyl)-N-(6,7,8,9-tetrahydroimidazo[1,2-a:4,5-b']dipyridin-2-yl)but-2-ynamide